(R)-5-chloro-6-(3-methyl-4-(4-(trifluoromethyl)benzo[d]isoxazol-3-yl)piperazin-1-yl)nicotinic acid ClC=1C(=NC=C(C(=O)O)C1)N1C[C@H](N(CC1)C1=NOC2=C1C(=CC=C2)C(F)(F)F)C